OCC1=C2C=CNC2=CC=C1OC=1C=C(C=CC1)C1=NN(C=C1)CC=1C=C(C=CC1)CC(=O)OC Methyl 2-(3-((3-(3-((4-(hydroxymethyl)-1H-indol-5-yl)oxy)phenyl)-1H-pyrazol-1-yl)methyl)phenyl)acetate